(chloromethyl)-7-bromo-8-methylquinazolin-4(3H)-one ClCC1=NC2=C(C(=CC=C2C(N1)=O)Br)C